ClC=1C=C(C=C(C1)Cl)[C@H]1[C@H](C1)CC(=O)N[C@H]1CN(CC1)C=1C=NC=C(C1)C(F)(F)F (1R,2R)-2-(3,5-dichlorophenyl)-N-((R)-1-(5-(trifluoromethyl)pyridin-3-yl)pyrrolidin-3-yl)cyclopropane-1-carboxyamide